CCC(=C)C 1,2-dimethyl-2-propene